ClC1=C2C(=C(NC2=CC=C1F)C(=O)N1CCN(CC1)C(=O)[C@H]1OCC1)F (S)-(4-chloro-3,5-difluoro-1H-indol-2-yl)(4-(oxetane-2-carbonyl)piperazin-1-yl)methanone